N-[3-(1-hydroxy-1-methyl-ethyl)phenyl]-2-[7-[(1-methylindol-5-yl)amino]-1-oxo-isoindolin-2-yl]acetamide OC(C)(C)C=1C=C(C=CC1)NC(CN1C(C2=C(C=CC=C2C1)NC=1C=C2C=CN(C2=CC1)C)=O)=O